CN1C(CC(CC1(C)C)OC(CCCCCCCCC(=O)OC1CC(N(C(C1)(C)C)C)(C)C)=O)(C)C.FC(C(=O)N1CC(C1)N1N=C(C=2C1=NC=CN2)C2=CC=C(C=C2)C(F)(F)F)=C 2-fluoro-1-(3-(3-(4-(trifluoromethyl)phenyl)-1H-pyrazolo[3,4-b]pyrazin-1-yl)azetidin-1-yl)prop-2-en-1-one bis(1,2,2,6,6-pentamethyl-4-piperidyl)sebacate